C1N(CC2=CC=CC=C12)C(CCS(=O)(=O)C1=NC(=CC=C1)F)=O 1-(1,3-dihydro-2H-isoindol-2-yl)-3-[(6-fluoropyridin-2-yl)sulfonyl]propan-1-one